3-[4-Fluoro-5-[3-[[(3R,4R)-3-fluoro-4-piperidyl]oxymethyl]azetidin-1-yl]-3-methyl-2-oxo-benzimidazol-1-yl]piperidine-2,6-dione FC1=C(C=CC=2N(C(N(C21)C)=O)C2C(NC(CC2)=O)=O)N2CC(C2)CO[C@H]2[C@@H](CNCC2)F